(R)-5-(1-(3,5-Dichloropyridin-4-yl)ethoxy)-N-(1-(2-Morpholinoethyl)-1H-Pyrazol-4-yl)-1H-Indazol-3-Carboxamid ClC=1C=NC=C(C1[C@@H](C)OC=1C=C2C(=NNC2=CC1)C(=O)NC=1C=NN(C1)CCN1CCOCC1)Cl